2-(2-hydroxy-2-(3-methoxyphenyl)ethyl)isoindoline-1,3-dione OC(CN1C(C2=CC=CC=C2C1=O)=O)C1=CC(=CC=C1)OC